FC=1C=NN(C1)C 4-fluoro-1-methyl-1H-pyrazole